C(S(=O)C([2H])([2H])[2H])([2H])([2H])[2H] ((methyl-d3)sulfinyl)methane-d3